[4-(2-amino-5-{4-[(2R)-1,4-dioxan-2-ylmethoxy]-3-methoxyphenyl}pyridin-3-yl)phenyl]-5-(4-methylphenyl)-4-oxo-1-(tetrahydro-2H-pyran-4-ylmethyl)-1,4-dihydropyridine-3-carboxamide NC1=NC=C(C=C1C1=CC=C(C=C1)C=1N(C=C(C(C1C(=O)N)=O)C1=CC=C(C=C1)C)CC1CCOCC1)C1=CC(=C(C=C1)OC[C@@H]1OCCOC1)OC